CN1OC([C@H]2[C@@H]1C(CC(C2C)C)C)(C)C |r| rac-(3ar,7as)-1,3,3,4,5,7-hexamethyloctahydrobenzo[c]isoxazole